dimesitylbiphenyl-3,3'-diamin C1(=C(C(=CC(=C1)C)C)C1=C(C(=C(C=C1)C1=CC(=CC=C1)N)C1=C(C=C(C=C1C)C)C)N)C